ClC=1C(=C(CN2CCC(CC2)(C(=O)O)CC2=NC(=C(C(=C2F)C(C)(F)F)F)NC2=NNC(=C2)C)C=CC1)F 1-(3-chloro-2-fluorobenzyl)-4-((4-(1,1-difluoroethyl)-3,5-difluoro-6-((5-methyl-1H-pyrazol-3-yl)amino)pyridin-2-yl)methyl)piperidine-4-carboxylic acid